NC1C(CC(CC1CC)CC1CC(C(C(C1)CC)N)C)C bis(4-amino-3-methyl-5-ethylcyclohexyl)methane